(R)-5,5-dimethyl-4-phenyloxazolidin-2-one CC1([C@H](NC(O1)=O)C1=CC=CC=C1)C